OC(=CC(=O)O)CCCCCCCCC 3-hydroxydodecaenoic acid